tert-butyl 5-aminocyclopenta[c]pyrrole-2(1H)-carboxylate NC1=CC=2C(CN(C2)C(=O)OC(C)(C)C)=C1